NC1=C(C(=O)OC)C=C(C=C1[N+](=O)[O-])N1C=NC=C1 methyl 2-amino-5-(1H-imidazol-1-yl)-3-nitrobenzoate